C(C)(C)N([C@@H](C)C(=O)[O-])P(=O)(OCCSC(C(C)(C)C)=O)OC[C@@H]1C=C[C@@H](C1)N1C2=NC(=NC(=C2N=C1)OC)N Isopropyl-((((1S,4R)-4-(2-amino-6-methoxy-9H-purin-9-yl)cyclopent-2-en-1-yl)methoxy) (2-(pivaloylthio)ethoxy)phosphoryl)-L-alaninat